tert-butyl (5S)-5-[(3-chloropropane-1-sulfonyl)amino]-3,3-difluoropiperidine-1-carboxylate ClCCCS(=O)(=O)N[C@H]1CC(CN(C1)C(=O)OC(C)(C)C)(F)F